CO[SiH](O[SiH](OC)OC)OC 1,1,3,3-tetramethoxydisiloxane